N[C@H](C1C2CN(C(C1)C2)C([C@@H](CO)O)=O)C2=C(C=C(C(=C2)Cl)Cl)O (2R)-1-[5-[(R)-amino(4,5-dichloro-2-hydroxyphenyl)methyl]-2-azabicyclo[2.2.1]heptan-2-yl]-2,3-dihydroxypropan-1-one